OCC(C)(C)N1C(NC=C1)=O (1-hydroxy-2-methylpropan-2-yl)-3H-imidazol-2-one